4-(benzyloxy)butyraldehyde C(C1=CC=CC=C1)OCCCC=O